(3aR,6aS)-5-(4-chlorobenzyl)hexahydrocyclopenta[c]pyrrole-2(1H)-carboxylic acid tert-butyl ester C(C)(C)(C)OC(=O)N1C[C@@H]2[C@H](C1)CC(C2)CC2=CC=C(C=C2)Cl